2-(2,6-Dimethylphenoxy)-4-[2,6-dioxo-4-(trifluoromethyl)-3,6-dihydropyrimidin-1(2H)-yl]-5-fluorobenzonitrile CC1=C(OC2=C(C#N)C=C(C(=C2)N2C(NC(=CC2=O)C(F)(F)F)=O)F)C(=CC=C1)C